3-methoxy-4,5-bis(methoxymethoxy)benzaldehyde COC=1C=C(C=O)C=C(C1OCOC)OCOC